ClC=1C=C2C(N(C(=NC2=C(C1)F)[C@H]1CN(CCC1)C(=O)OC(C)(C)C)C)=O tert-butyl (R)-3-(6-chloro-8-fluoro-3-methyl-4-oxo-3,4-dihydroquinazolin-2-yl)piperidine-1-carboxylate